3-{2-[(5-CYCLOPROPYL-1H-1,2,4-TRIAZOL-3-YL)AMINO]-5-(PYRIDAZIN-4-YL)-1,3-THIAZOL-4-YL}BENZONITRILE C1(CC1)C1=NC(=NN1)NC=1SC(=C(N1)C=1C=C(C#N)C=CC1)C1=CN=NC=C1